7-{3-[(1-methoxy-2-methylpropan-2-yl)carbamoyl]azetidin-1-yl}-5-methyl-4-oxo-1-(1,3-thiazol-2-yl)-1,4-dihydro-1,8-naphthyridine-3-carboxylic acid COCC(C)(C)NC(=O)C1CN(C1)C1=CC(=C2C(C(=CN(C2=N1)C=1SC=CN1)C(=O)O)=O)C